C1OC[C@@H]2[C@H]1CN(C2)C2=NC1=CC=C(C=C1C=C2)CO (2-((3Ar,6as)-tetrahydro-1H-furo[3,4-c]pyrrol-5(3H)-yl)quinolin-6-yl)methanol